Cl.NC=1C=C(C(=NC1)C)NC(=O)C=1C=NN2C1SC(=C2)C=2C(=NN(C2)C)C N-(5-amino-2-methylpyridin-3-yl)-2-(1,3-dimethyl-1H-pyrazol-4-yl)pyrazolo[5,1-b]Thiazole-7-carboxamide hydrochloride